ClC1=C(C=CC(=C1)Cl)C1=CC2=C(N=C(N=C2)NC=2C=NN(C2)C)N2C1=NCC2 6-(2,4-dichlorophenyl)-N-(1-methyl-1H-pyrazol-4-yl)-8,9-dihydroimidazo[1',2':1,6]pyrido[2,3-d]pyrimidin-2-amine